C1(CCCCC1)CS(=O)(=O)OCO[Si](C)(C)C(C)(C)C ((tert-butyldimethylsilyloxy) methyl) cyclohexylmethanesulfonate